4-[7-(1-Cyanocyclobutyl)imidazo[1,2-a]pyridin-3-yl]-N-cyclopropyl-2-(difluoromethoxy)-6-methoxy-benzamide C(#N)C1(CCC1)C1=CC=2N(C=C1)C(=CN2)C2=CC(=C(C(=O)NC1CC1)C(=C2)OC)OC(F)F